5-(4-nitrophenyl)-4H-[1,2,4]-triazole-3-thiol [N+](=O)([O-])C1=CC=C(C=C1)C=1NC(=NN1)S